BrC=1C=C(C=CC1OC(F)(F)F)CCC(C)=O 4-(3-bromo-4-trifluoromethoxy-phenyl)-butan-2-one